(S)-3-((3-butyl-7-(ethylthio)-2-methyl-1,1-dioxido-5-phenyl-2,3,1,5-tetrahydro-1,2,5-benzothiadiazepin-8-yl)oxy)-2,2-dimethylpropanoic acid C(CCC)[C@@H]1N(S(C2=C(N(C1)C1=CC=CC=C1)C=C(C(=C2)OCC(C(=O)O)(C)C)SCC)(=O)=O)C